4-(1,3,4-thiadiazol-2-yl)piperazine-1-carboxylic acid tert-butyl ester C(C)(C)(C)OC(=O)N1CCN(CC1)C=1SC=NN1